ClC(=O)C1CC2CCC(CC2CC1)C(=O)Cl 3,8-bischloroformylbicyclo[4.4.0]decane